N1(N=CC=C1)CC=1C=NC(=NC1)N1CCCCC1 1-(5-((1H-pyrazol-1-yl)methyl)pyrimidin-2-yl)piperidin